FC=1C(=NC=C(C1)C(F)(F)F)N[C@]1(CCC2=C1C=NC(=C2)C(F)(F)F)CO (S)-(7-((3-fluoro-5-(trifluoromethyl)pyridin-2-yl)amino)-3-(trifluoromethyl)-6,7-dihydro-5H-cyclopenta[c]pyridin-7-yl)methanol